C(C)(C)(C)OC(=O)N[C@H](C(=O)[O-])C(C)C (S)-2-(tert-butoxycarbonylamino)-3-methylbutyrate